1-(4-fluorophenyl)-5-(trifluoromethyl)-1H-pyrazole FC1=CC=C(C=C1)N1N=CC=C1C(F)(F)F